3-cyclopropyl-N6-(pentan-3-yl)-N8-(pyridazin-4-yl)-[1,2,4]triazolo[4,3-b]pyridazine-6,8-diamine C1(CC1)C1=NN=C2N1N=C(C=C2NC2=CN=NC=C2)NC(CC)CC